dicyclohexyl(2',4',6'-triisopropyl-3,6-dimethoxybiphenyl-2-yl)phosphine C1(CCCCC1)P(C1=C(C(=CC=C1OC)OC)C1=C(C=C(C=C1C(C)C)C(C)C)C(C)C)C1CCCCC1